BrC1=NN(C(=C1C=O)Br)C(C)OCC 3,5-dibromo-1-(1-ethoxyethyl)-1H-pyrazole-4-carbaldehyde